[Si](C)(C)(C(C)(C)C)OC=1C=C(CN)C=CC1 3-(tert-butyldimethylsilyloxy)benzylamine